CN[C@@H](CSC(C1=CC=CC=C1)(C1=CC=CC=C1)C1=CC=CC=C1)C(=O)O N-methyl-S-trityl-L-cysteine